tert-butyl N-[4-[7-([2-fluoro-4-[3-(hydroxymethyl)pyrazol-1-yl]phenyl]amino)-1,6-naphthyridin-2-ylsulfonyl]-1-methylcyclohexyl]carbamate FC1=C(C=CC(=C1)N1N=C(C=C1)CO)NC1=NC=C2C=CC(=NC2=C1)S(=O)(=O)C1CCC(CC1)(C)NC(OC(C)(C)C)=O